C(CCCCCC)OCCCC=O 4-n-heptyloxybutyraldehyde